3-benzisothiazoline-one S1NC(C2=C1C=CC=C2)=O